Tert-butyldimethyl-(2-(methylthio)ethoxy)silane C(C)(C)(C)[Si](OCCSC)(C)C